ClC1=C(C=C(C=C1)C1=CC=NC(N1C(C)C1=CC(=CC=C1)C=1C=NN(C1)C)C)C 6-(4-chloro-3-methylphenyl)-2-methyl-N-{1-[3-(1-methyl-1H-pyrazol-4-yl)phenyl]ethyl}pyrimidin